C(CCC)NC=1C2=C(N=CN1)NC=C2C2=CC=CC=C2 N-BUTYL-5-PHENYL-7H-PYRROLO[2,3-D]PYRIMIDIN-4-AMINE